cyclopentyl-(4-(2-methyl-3-((4-phenylthiazol-2-yl)amino)benzyl)piperazin-1-yl)methanone C1(CCCC1)C(=O)N1CCN(CC1)CC1=C(C(=CC=C1)NC=1SC=C(N1)C1=CC=CC=C1)C